CN(C(OC1=CC2=C(C(N(C(O2)=O)CC2=C(C(=CC=C2)N)F)=O)C=C1)=O)C [3-[(3-Amino-2-fluoro-phenyl)methyl]-2,4-dioxo-1,3-benzoxazin-7-yl] N,N-dimethylcarbamate